N-(4-(4-amino-7-cyano-3-(3-fluoro-4-((6-methylpyridin-2-yl)oxy)phenyl)-1-methyl-1H-pyrrolo[3,2-c]pyridin-2-yl)phenyl)-2-fluoroacrylamide NC1=NC=C(C2=C1C(=C(N2C)C2=CC=C(C=C2)NC(C(=C)F)=O)C2=CC(=C(C=C2)OC2=NC(=CC=C2)C)F)C#N